CC(CC)C1=CC=C(C=C1)N1C(C=CC1=O)=O 1-(4-butan-2-ylphenyl)pyrrole-2,5-dione